2-bromo-3-fluoro-6-((2-fluoro-4-(trifluoromethyl)benzyl)oxy)pyridine BrC1=NC(=CC=C1F)OCC1=C(C=C(C=C1)C(F)(F)F)F